6-amino-3-(6-amino-5-((2-aminopyridin-4-yl)methoxy)pyridin-3-yl)-2-fluoro-N,N-dimethylbenzamide NC1=CC=C(C(=C1C(=O)N(C)C)F)C=1C=NC(=C(C1)OCC1=CC(=NC=C1)N)N